4-(maleimidomethyl)cyclohexane-1-carboxylic acid succinimidyl ester C1(CCC(N1OC(=O)C1CCC(CC1)CN1C(C=CC1=O)=O)=O)=O